4-m-Chloroanilino-5-[3-(5-pyrimidinyl)-1,2,4-oxadiazol-5-yl]pyrimidine ClC=1C=C(NC2=NC=NC=C2C2=NC(=NO2)C=2C=NC=NC2)C=CC1